C(\C=C\C1=CC(O)C(O)C=C1)(=O)O 3,4-dihydrocaffeic acid